NCCOCCOCCNC(OCC1=CC=CC=C1)=O benzyl N-{2-[2-(2-aminoethoxy)ethoxy]-ethyl}carbamate